BrC1=C(COC2=C3C(C=C(OC3=CC=C2)C(=O)OCC)=O)C=CC=C1 ethyl 5-((2-bromobenzyl)oxy)-4-oxo-4H-chromene-2-carboxylate